2-(((2-(4-(2-hydroxyethyl)piperazin-1-yl)ethyl)amino)methylene)-4-(morpholine-4-carbonyl)-5-phenylcyclohexane-1,3-dione OCCN1CCN(CC1)CCNC=C1C(CC(C(C1=O)C(=O)N1CCOCC1)C1=CC=CC=C1)=O